ClC1=CC=C2C(=NN(C2=C1)C=1C=NC=CC1)C(C)N1N=C(C=2C1=NC=NC2N)C2=COC=C2 1-(1-(6-chloro-1-(pyridin-3-yl)-1H-indazol-3-yl)ethyl)-3-(furan-3-yl)-1H-pyrazolo[3,4-d]pyrimidin-4-amine